3-(2,5-dioxopyrrol-1-yl)-N-[3-[4-[4-[4-[3-[3-(2,5-dioxopyrrol-1-yl)propionylamino]propoxy]-2-hydroxy-phenyl]-6-(4-methoxyphenyl)-1,3,5-triazin-2-yl]-3-hydroxy-phenoxy]propyl]acrylamide O=C1N(C(C=C1)=O)C=CC(=O)NCCCOC1=CC(=C(C=C1)C1=NC(=NC(=N1)C1=C(C=C(C=C1)OCCCNC(CCN1C(C=CC1=O)=O)=O)O)C1=CC=C(C=C1)OC)O